ClC=1C(=C(C=C(C1)F)NC(=S)C=1C(NCCC1NCC1=C(C=NC=C1)OCC1OCC1)=O)C N-(3-chloro-5-fluoro-2-methylphenyl)-4-[({3-[(oxetan-2-yl)methoxy]pyridin-4-yl}methyl)amino]-2-oxo-1,2,5,6-tetrahydropyridine-3-carbothioamide